FC(C/C(=C(\C=1C=C2C(=NN(C2=CC1)C1OCCCC1)F)/C=1C=CC(=NC1)NC1CCN(CC1)C(=O)OC(C)(C)C)/C1=CC=CC=C1)(F)F Tert-butyl (Z)-4-((5-(4,4,4-trifluoro-1-(3-fluoro-1-(tetrahydro-2H-pyran-2-yl)-1H-indazol-5-yl)-2-phenylbut-1-en-1-yl)pyridin-2-yl)amino)piperidine-1-carboxylate